12-(8-((2-hexyldecanoyl) oxy) octyl)-2-methyl-7-oxo-8-oxa-2,6,12-triazaicosan-20-yl 2-hexyldecanoate C(CCCCC)C(C(=O)OCCCCCCCCN(CCCOC(NCCCN(C)C)=O)CCCCCCCCOC(C(CCCCCCCC)CCCCCC)=O)CCCCCCCC